2,17,18-trihydroxy-hexacosanoic acid OC(C(=O)O)CCCCCCCCCCCCCCC(C(CCCCCCCC)O)O